FC(C(=O)O)(F)F.ClC1=C(C(=O)N(C)C)C=CC(=C1)C=1C=NC=C(C1)C=1CCNCC1 2-chloro-N,N-dimethyl-4-(5-(1,2,3,6-tetrahydropyridin-4-yl)pyridin-3-yl)benzamide 2,2,2-trifluoroacetate